FC1=C(C=C(C=C1)CC1=NC=CN=C1C)C1=NC=NC2=CC(=CC=C12)N1CCOCC1 4-[2-Fluoro-5-(3-methyl-pyrazin-2-ylmethyl)phenyl]-7-morpholin-4-yl-quinazoline